CC1C#CC(NN1)N1CCNCC1 6-methyl-3-(piperazin-1-yl)-1,2-diazacyclohexyne